[Na+].O[C@H]1[C@H](O)[C@@H](O)[C@H](O)[C@H](O1)C(=O)[O-] beta-D-glucuronic acid sodium salt